1-(4-((4-((2-(2-hydroxypropan-2-yl)-4-((1-methyl-1H-pyrazol-3-yl)oxy)phenyl)amino)-7-methoxyquinazolin-6-yl)oxy)piperidin-1-yl)prop-2-En-1-one OC(C)(C)C1=C(C=CC(=C1)OC1=NN(C=C1)C)NC1=NC=NC2=CC(=C(C=C12)OC1CCN(CC1)C(C=C)=O)OC